(R)-3-(4,4-difluoroazepan-1-yl)-5-methyl-N-(3-(S-methylsulfonimidoyl)phenyl)-6-(2-oxa-6-azaspiro[3.3]heptan-6-yl)pyridazine-4-carboxamide FC1(CCN(CCC1)C=1N=NC(=C(C1C(=O)NC1=CC(=CC=C1)[S@@](=O)(=N)C)C)N1CC2(COC2)C1)F